C(CCCCC)C(C(=O)OCCCCN(CCCCOC(C(CCCCCCCC)CCCCCC)=O)CC=1C=NN(C1)CCN(C)C)CCCCCCCC (((1-(2-(dimethylamino)ethyl)-1H-pyrazol-4-yl)methyl)azanediyl)bis(butane-4,1-diyl) bis(2-hexyldecanoate)